4-(7-(2,4-dioxotetrahydropyrimidin-1(2H)-yl)-1,2-dimethyl-1H-indol-3-yl)-3,6-dihydropyridine-1(2H)-carboxylate O=C1N(CCC(N1)=O)C=1C=CC=C2C(=C(N(C12)C)C)C=1CCN(CC1)C(=O)[O-]